N12C[C@H](C(CC1)CC2)OC(N[C@@H]2C(CC1=CC(=C(C=C21)F)C2=CC(=C(C(=C2)Cl)OC(C)C)Cl)(C)C)=O (S)-quinuclidin-3-yl((R)-5-(3,5-dichloro-4-isopropoxyphenyl)-6-fluoro-2,2-dimethyl-2,3-dihydro-1H-inden-1-yl)carbamate